(3R)-3-[8-[4-[4-[1-[3-amino-6-(2-hydroxyphenyl)pyridazin-4-yl]pyrazol-4-yl]piperazin-1-yl]-1-piperidyl]-2,3-dihydro-1,4-benzoxazin-4-yl]piperidine-2,6-dione NC=1N=NC(=CC1N1N=CC(=C1)N1CCN(CC1)C1CCN(CC1)C1=CC=CC=2N(CCOC21)[C@H]2C(NC(CC2)=O)=O)C2=C(C=CC=C2)O